N[C@]1(CN(C[C@@H]1CCCB(O)O)CCNCC1=CC(=C(C=C1)Cl)Cl)C(=O)O (3R,4S)-3-amino-4-(3-boronopropyl)-1-(2-(3,4-dichlorobenzylamino)ethyl)pyrrolidine-3-carboxylic acid